OC1=C(C(OC2=CC=CC=C12)=O)C1CC(CC2=CC=CC=C12)C1=CC=C(C=C1)OCC1=CC=C(C=C1)C(F)(F)F 4-hydroxy-3-[1,2,3,4-tetrahydro-3-[4-(4-trifluoromethylbenzyloxy)phenyl]-1-naphthyl]coumarin